(S)-(1-((4-(3-fluoro-5-methoxypyridin-4-yl)phenyl)amino)-1-oxo-3,3-Diphenylpropan-2-yl)carbamic acid tert-butyl ester C(C)(C)(C)OC(N[C@H](C(=O)NC1=CC=C(C=C1)C1=C(C=NC=C1OC)F)C(C1=CC=CC=C1)C1=CC=CC=C1)=O